9-(4-iodobenzyl)-2-(2-isopropylphenyl)-7,9-dihydro-8H-purin-8-one IC1=CC=C(CN2C3=NC(=NC=C3NC2=O)C2=C(C=CC=C2)C(C)C)C=C1